[K+].CCCS(=O)(=O)[O-] 3-propyl-sulfonate potassium salt